C(C)(C)(C)OC(=O)C1CN(CC1)C/C=C/C(=O)O (E)-4-(3-(tert-butoxycarbonyl)pyrrolidin-1-yl)but-2-enoic acid